OC1=CC=C(OC=2CC(C=CC2OC2=CC=CC=C2)(OCCC)S(=O)(=O)C2(CC(=C(C=C2)OC2=CC=CC=C2)OC2=CC=C(C=C2)O)OCCC)C=C1 3-(4-hydroxyphenoxy)-1-propoxy-4-phenoxyphenyl sulfone